(3-Chloro-4-fluorophenyl)-1-(4-(methylamino)phenyl)1-((6,7,8,9-tetrahydro-5H-[1,2,4]triazolo[4,3-a]azepin-3-yl)methyl)urea ClC=1C=C(C=CC1F)NC(N(CC1=NN=C2N1CCCCC2)C2=CC=C(C=C2)NC)=O